1-methyl-3-[3-methyl-4-[4-(methylamino)-1-piperidinyl]-2-oxo-benzimidazol-1-yl]Piperidine CN1CC(CCC1)N1C(N(C2=C1C=CC=C2N2CCC(CC2)NC)C)=O